(5-(2-methyl-2,4,6,7-tetrahydro-5H-pyrazolo[4,3-c]pyridin-5-yl)naphthalen-2-yl)(piperidin-1-yl)methanone CN1N=C2C(CN(CC2)C2=C3C=CC(=CC3=CC=C2)C(=O)N2CCCCC2)=C1